FC=1C=C2C(=NC1NC(OC(C)(C)C)=O)OCCO2 tert-butyl N-(7-fluoro-2,3-dihydro-[1,4]dioxino[2,3-b]pyridin-6-yl)carbamate